Cl.C1N(CCC2=CC=CC=C12)CCCO 3-(3,4-dihydroisoquinolin-2(1H)-yl)propane-1-ol hydrochloride